FC1=C(C=CC(=C1F)OC)C1=CN=C(N1C)C(=O)NC1=CC(=C(C=C1)C(NCCNC(N[C@@H]1CNC[C@H]1O)=O)=O)C 5-(2,3-difluoro-4-methoxy-phenyl)-N-[4-[2-[[(3R,4R)-4-hydroxypyrrolidin-3-yl]carbamoylamino]ethyl-carbamoyl]-3-methylphenyl]-1-methylimidazole-2-carboxamide